5-(hexyloxy)aniline C(CCCCC)OC=1C=CC=C(N)C1